OC[C@H]1N2CC(C[C@@H]2CC1)=C (5s,7as)-5-(hydroxymethyl)-2-methylenetetrahydro-1H-pyrrolizine